FC1=C(CN2N=C(N=C2)C(=O)N[C@@H]2C(N(C=3N(CC2)N=C(C3C)C)C)=O)C=CC(=C1)F (S)-1-(2,4-Difluorobenzyl)-N-(2,3,4-trimethyl-5-oxo-5,6,7,8-tetrahydro-4H-pyrazolo[1,5-a][1,3]diazepin-6-yl)-1H-1,2,4-triazol-3-carboxamid